N-(1-cyanocyclopropyl)-3-(4-hydroxy-4,5,6,7-tetrahydropyrazolo[1,5-a]pyridin-2-yl)-8-(4-isobutyrylpiperazin-1-yl)imidazo[1,2-a]pyridine-6-sulfonamide C(#N)C1(CC1)NS(=O)(=O)C=1C=C(C=2N(C1)C(=CN2)C2=NN1C(C(CCC1)O)=C2)N2CCN(CC2)C(C(C)C)=O